BrC=1C=C2COC(C2=C(C1)OCOCC[Si](C)(C)C)=O 5-bromo-7-((2-(trimethylsilyl)ethoxy)methoxy)isobenzofuran-1(3H)-one